(R)-4-methyl-N-(1-(2-methyl-3-(trifluoromethyl)phenyl)ethyl)-7-(1-methyl-1,8-diazaspiro[4.5]decan-8-yl)phthalazin-1-amine CC1=NN=C(C2=CC(=CC=C12)N1CCC2(CCCN2C)CC1)N[C@H](C)C1=C(C(=CC=C1)C(F)(F)F)C